1-[4-(2-hydroxyethoxy)-phenyl]-2-methyl-1-propanone OCCOC1=CC=C(C=C1)C(C(C)C)=O